C(C)(C)(C)OC(=O)N1CC(=O)OC(C1)=O N-(tert-Butoxycarbonyl)iminodiacetic acid anhydride